C[C@@H]1CN(C[C@@H](O1)C)C(=O)C=1C2=C(N(N1)CC(=O)N1CCC(CC1)C1=CC=C(C=C1)C(C)C)CCC2 2-{3-[(2R,6S)-2,6-Dimethylmorpholin-4-carbonyl]-5,6-dihydrocyclopenta[c]pyrazol-1(4H)-yl}-1-{4-[4-(propan-2-yl)phenyl]piperidin-1-yl}ethan-1-on